bis-(4-isocyanatophenyl)methane N(=C=O)C1=CC=C(C=C1)CC1=CC=C(C=C1)N=C=O